CC(C)(C#C)C 2,2-dimethylbut-3-yn